FC1=C(CN2CCC3(CCN(C3)S(=O)(=O)C=3C=CC(=NC3)N3C(OCC3)=O)CC2)C=C(C=C1)F 3-(5-((8-(2,5-Difluorobenzyl)-2,8-diazaspiro[4.5]decan-2-yl)sulfonyl)pyridin-2-yl)oxazolidin-2-one